tert-butyl 5-[3-(2-tert-butoxycarbonyl-4-chloro-6-methoxy-isoindolin-5-yl) oxypropoxy]-4-fluoro-6-methoxy-isoindoline-2-carboxylate C(C)(C)(C)OC(=O)N1CC2=CC(=C(C(=C2C1)Cl)OCCCOC=1C(=C2CN(CC2=CC1OC)C(=O)OC(C)(C)C)F)OC